CC1=NN(C=C1C(=O)N)C(C)C 3-Methyl-1-(propan-2-yl)-1H-pyrazole-4-carboxamide